[Cl-].OC(C[N+](C)(C)C)COC1=CC=2C(C3=CC=CC=C3SC2C(=C1C)C)=O 2-hydroxy-3-(3,4-dimethyl-9-oxo-9H-thioxanthen-2-yloxy)-N,N,N-trimethyl-1-propanaminium chloride